C(C)(C)(C)OC(=O)N1CC(CCC1)OC 3-methoxypiperidine-1-carboxylic acid (R)-tert-butyl ester